FC=1C=C2C3(C(NC2=CC1)=O)C=1N(CC(N3)=O)C(=NC1NC(=O)C1=NSC3=C1C=CC=C3)C(NC)=O N-(5'-fluoro-3-(methylcarbamoyl)-2',6-dioxo-6,7-dihydro-5H-spiro[imidazo[1,5-a]pyrazine-8,3'-indolin]-1-yl)benzo[d]isothiazole-3-carboxamide